(fluoro(2-(((3S,6S,9aS)-3-(3-(4-fluoropyridin-3-yl)azetidine-1-carbonyl)-5-oxooctahydro-1H-pyrrolo[1,2-a]azepin-6-yl)carbamoyl)benzo[b]thiophen-5-yl)methyl)phosphonic acid FC(C1=CC2=C(SC(=C2)C(N[C@H]2CCC[C@@H]3N(C2=O)[C@@H](CC3)C(=O)N3CC(C3)C=3C=NC=CC3F)=O)C=C1)P(O)(O)=O